[Br-].C(=C)C1=[N+](C=CC=C1)C 2-vinyl-1-methylpyridinium bromide